tert-butyl ((1r,3r)-3-((6-(1-(4-hydroxyphenyl)ethyl)pyridin-3-yl)oxy)cyclobutyl)carbamate OC1=CC=C(C=C1)[C@@H](C)C1=CC=C(C=N1)OC1CC(C1)NC(OC(C)(C)C)=O